C1(CCC1)CN1N=CC(=C1)NC(=O)C1=NC(=CC=C1)C=1C=NN(C1)CCOC N-[1-(cyclobutylmethyl)-1H-pyrazol-4-yl]-6-[1-(2-methoxyethyl)-1H-pyrazol-4-yl]pyridine-2-carboxamide